ClC1=C(C=C(C=C1)C=1C=C2C(=NC1)C=NN2CC=2C=C(C=NC2)C#N)OC(F)F 5-[[6-[4-Chloro-3-(difluoromethoxy)phenyl]pyrazolo[4,3-b]pyridin-1-yl]methyl]pyridine-3-carbonitrile